[3-[3-(2-aminoethoxycarbamoyl)pyrazol-1-yl]-7-oxo-1,6-diazabicyclo[3.2.1]oct-3-en-6-yl] hydrogen sulfate S(=O)(=O)(ON1C2C=C(CN(C1=O)C2)N2N=C(C=C2)C(NOCCN)=O)O